CN(C(OC(C)(C)C)=O)CCOC1=CC(=C(C=C1)C)C(NC1(CC1)C1=C2C=CC=NC2=CC(=C1)C=1SC=CC1)=O tert-Butyl methyl(2-(4-methyl-3-((1-(7-(thiophen-2-yl)quinolin-5-yl)cyclopropyl)carbamoyl) phenoxy)ethyl)carbamate